OCCNCCCCCCCCC(=O)OCCCCCCCCC nonyl 9-((2-hydroxyethyl)amino)nonanoate